(1S,2S,5S)-8-(Benzyloxy)-2,5-dimethyl-7,9-dioxo-N-(2,4-difluorobenzyl)-2,5,7,9-tetrahydro-1,6-methanopyrido[1,2-b][1,2,5]triazonine-10-carboxamide C(C1=CC=CC=C1)OC=1C(C(=CN2N3[C@H](C=C[C@@H](N(C(C21)=O)C3)C)C)C(=O)NCC3=C(C=C(C=C3)F)F)=O